2-(2-Amino-9-((2R,3R,5S)-3-hydroxy-5-(hydroxymethyl)tetrahydrofuran-2-yl)-8-oxo-8,9-dihydro-7H-purin-7-yl)-N-hydroxyacetamid NC1=NC=C2N(C(N(C2=N1)[C@@H]1O[C@@H](C[C@H]1O)CO)=O)CC(=O)NO